Gadolinium 2,2',2''-{10-[(1S)-1-carboxy-5-(4-ethoxyphenyl)pentyl]-1,4,7,10-tetraazacyclododecan-1,4,7-triyl}triacetat C(=O)(O)[C@H](CCCCC1=CC=C(C=C1)OCC)N1CCN(CCN(CCN(CC1)CC(=O)[O-])CC(=O)[O-])CC(=O)[O-].[Gd+3]